C(#N)C=1C=C(C=CC1)NC(NC1=CC=C(OC2CN(C2)C=2C(=C(C(=O)OC)C=CC2)N2C=CC=C2)C=C1)=O Methyl 3-(3-(4-(3-(3-cyanophenyl)ureido)phenoxy) azetidin-1-yl)-2-(1H-pyrrol-1-yl)benzoate